(1R,3R)-3-((((1R,2S)-2-((2-(2,6-dioxopiperidin-3-yl)-1-oxoisoindolin-5-yl)oxy)cyclohexyl)amino)methyl)-1-methylcyclobutane-1-carbonitrile O=C1NC(CC[C@H]1N1C(C2=CC=C(C=C2C1)O[C@@H]1[C@@H](CCCC1)NCC1CC(C1)(C#N)C)=O)=O